N,N'-bis[3-(trimethoxysilyl)propyl] ethylenediamine 2-[(3R)-3-methylmorpholin-4-yl]-8-[1-(tetrahydro-2H-pyran-2-yl)-1H-pyrazol-5-yl]-[1,7]Naphthyridin-4-yl trifluoromethanesulfonate FC(S(=O)(=O)OC1=CC(=NC2=C(N=CC=C12)C1=CC=NN1C1OCCCC1)N1[C@@H](COCC1)C)(F)F.CO[Si](CCCNCCNCCC[Si](OC)(OC)OC)(OC)OC